((R)-2-(2-Chloro-4-fluorophenyl)piperidin-1-yl)-N-((R,E)-4-(methylsulfonyl)but-3-en-2-yl)pyrazine-2-carboxamide ClC1=C(C=CC(=C1)F)[C@@H]1N(CCCC1)C=1C(=NC=CN1)C(=O)N[C@H](C)\C=C\S(=O)(=O)C